(5S,8S)-N-(2,4-dichlorobenzyl)-3,5-difluoro-8-hydroxy-5,6,7,8-tetrahydroquinoline-5-carboxamide ClC1=C(CNC(=O)[C@]2(C=3C=C(C=NC3[C@H](CC2)O)F)F)C=CC(=C1)Cl